BrC1=CN2C(C(=CC=C2C(=C1[Si](C)(C)C)F)C(=O)OCC)=O ethyl 7-bromo-9-fluoro-4-oxo-8-(trimethylsilyl)-4H-quinolizine-3-carboxylate